Cl.C(C)(=O)OC(C)C isopropyl acetate HCl